C[C@H](C1=CC=CC=C1)N |r| racemic-α-methylbenzylamine